C(#N)C1=C(C=C(C=C1)N1N=C(C=C1)CC(=O)NC1=CC=NC=C1)C(F)(F)F 2-(1-(4-cyano-3-trifluoromethylphenyl)-1H-pyrazol-3-yl)-N-(pyridin-4-yl)acetamide